C(=C)C1=CC=C(CC2C=CC3=CC=CC=C23)C=C1 1-(4-vinylbenzyl)-1H-indene